t-butylmethacrylate C(C)(C)(C)OC(C(=C)C)=O